C1=NC=CC=2C=CC3=C(N(C21)CC2=C(C=C(C(=O)OC)C=C2)F)C=CC=C3 methyl 4-((11H-benzo[b]pyrido[4,3-f]azepin-11-yl)methyl)-3-fluorobenzoate